4-(4-(3-oxa-8-azabicyclo[3.2.1]octan-8-yl)-7H-pyrrolo[2,3-d]pyrimidin-6-yl)-N-((4-fluoropiperidin-4-yl)methyl)aniline C12COCC(CC1)N2C=2C1=C(N=CN2)NC(=C1)C1=CC=C(NCC2(CCNCC2)F)C=C1